NC1=C2C(=NN1C(=O)[C@H]1CCNC3=CC=C(C=C13)F)COCC2 |o1:8| (S*)-(3-amino-4,5-dihydropyrano[3,4-c]pyrazol-2(7H)-yl)(6-fluoro-1,2,3,4-tetrahydro-quinolin-4-yl)methanone